C(C)(C)(C)OC(=O)N1C2CNCC(C1)CC2 3,6-diazabicyclo[3.2.2]nonane-6-carboxylic acid tert-butyl ester